tert-Butyl 5-{2-[(4-bromo-1-methyl-1H-pyrazol-5-yl)oxy]ethoxy}-3,4-dihydro-isoquinoline-2(1H)-carboxylate BrC=1C=NN(C1OCCOC1=C2CCN(CC2=CC=C1)C(=O)OC(C)(C)C)C